tert-butyl 2-{[(5-{[4-(dimethylamino)piperidin-1-yl]sulfonyl}-6-methoxy-1,3-benzothiazol-2-yl)methyl]carbamoyl}-2,3-dihydro-1H-indene-2-carboxylate CN(C1CCN(CC1)S(=O)(=O)C=1C(=CC2=C(N=C(S2)CNC(=O)C2(CC3=CC=CC=C3C2)C(=O)OC(C)(C)C)C1)OC)C